3β-Hydroxy-5α-androstan-17-one O[C@@H]1C[C@@H]2CC[C@H]3[C@@H]4CCC([C@@]4(C)CC[C@@H]3[C@]2(CC1)C)=O